C(CCCCCCCC)OCCCCCCCCC 1-nonyl ether